3-[5-(4-Aminopiperidin-1-yl)-6-(3-chloro-5-methylphenyl)-1,8-naphthyridin-3-yl]-2-hydroxybenzonitril NC1CCN(CC1)C1=C2C=C(C=NC2=NC=C1C1=CC(=CC(=C1)C)Cl)C=1C(=C(C#N)C=CC1)O